ClC1=C(C=2N(C=C1)N=C(N2)NC2CCN(CC2)S(=O)(=O)C)OC2CCN(CC2)C(=O)OC Methyl 4-((7-chloro-2-((1-(methylsulfonyl)piperidin-4-yl)amino)-[1,2,4]triazolo[1,5-a]pyridin-8-yl)oxy)piperidine-1-carboxylate